C(C)(=O)C1=C2C=C(N(C(C2=CC(=C1)C)=O)C)C(=O)O 5-acetyl-2,7-dimethyl-1-oxo-1,2-dihydroisoquinoline-3-carboxylic acid